5-(4-((4-((5-(trifluoromethyl)pyridin-2-yl)amino)piperidin-1-yl)sulfonyl)phenyl)-2',3',5',6'-tetrahydrospiro[indoline-3,4'-pyran]-2-one FC(C=1C=CC(=NC1)NC1CCN(CC1)S(=O)(=O)C1=CC=C(C=C1)C=1C=C2C(=CC1)NC(C21CCOCC1)=O)(F)F